C(/C1=CC=CC=C1)=C\1/C(OC(C1)C1=C(C=CC=C1)C=1C=NN(C1)C)=O (Z)-3-benzylidene-5-(2-(1-methyl-1H-pyrazol-4-yl)phenyl)dihydrofuran-2(3H)-one